C(C)(C)(C)OC(=O)N1CCN(CC1)C=1C(=NC(=CC1)C(NCC)=O)C 4-(6-(ethylcarbamoyl)-2-methylpyridin-3-yl)piperazine-1-carboxylic acid tert-butyl ester